BrC=1C=CC2=C(NC(N(C2=O)C2CCN(CC2)C)N(C)C)N1 7-bromo-2-(dimethylamino)-3-(1-methylpiperidin-4-yl)-2,3-dihydropyrido[2,3-d]Pyrimidin-4(1H)-one